tert-butyl {1-oxa-3,8-diazaspiro[4.5]decan-8-yl}carboxylate O1CNCC12CCN(CC2)C(=O)OC(C)(C)C